O1COC2=C1C=CC=C2N(C2CCC(CC2)N(C2=C(C(N(C=1C=CC(=NC21)C#N)C)=O)C#N)C)CC2CCC2 8-((4-(benzo[d][1,3]dioxol-4-yl(cyclobutylmethyl)amino)cyclohexyl)(methyl)amino)-5-methyl-6-oxo-5,6-dihydro-1,5-naphthyridine-2,7-dicarbonitrile